(R)-N-(3-(5-fluoro-2-((1-oxo-1,2,3,4-tetrahydroisoquinolin-7-yl)amino)pyrimidin-4-yl)-1H-indol-7-yl)-3-methoxy-2-(4-methylpiperazin-1-yl)propanamide FC=1C(=NC(=NC1)NC1=CC=C2CCNC(C2=C1)=O)C1=CNC2=C(C=CC=C12)NC([C@@H](COC)N1CCN(CC1)C)=O